3-(6-methoxypyridin-3-yl)-1-(2-methyl-4-(trifluoromethoxy)phenyl)-6-(trifluoromethyl)-2,3-dihydroquinazolin-4(1H)-one COC1=CC=C(C=N1)N1CN(C2=CC=C(C=C2C1=O)C(F)(F)F)C1=C(C=C(C=C1)OC(F)(F)F)C